C(#N)CC12CC(C1)(C2)N2C(N1[C@@H](CN(CC1)C(=O)[O-])C2)=O (R)-2-(3-(cyanomethyl)bicyclo[1.1.1]pentan-1-yl)-3-Oxohexahydroimidazo[1,5-a]pyrazine-7(1H)-carboxylate